CN1C=2CCCNC([C@H]3N(C[C@@H](N(C4=CC=CC(OC2C=N1)=N4)C(=O)OC(C)(C)C)C3)C(=O)OC(C)(C)C)=O ditert-butyl (3S,6S)-13-methyl-7-oxo-17-oxa-2,5,8,13,14,22-hexazatetracyclo[16.3.1.13,6.012,16]tricosa-1(21),12(16),14,18(22),19-pentaene-2,5-dicarboxylate